isopropyl benzoate (Isopropyl Benzoate) C(C)(C)C1=C(C(=O)O)C=CC=C1.C(C1=CC=CC=C1)(=O)OC(C)C